n-Pentandiol C(CCCC)(O)O